FC1(C2(CC1(C2)CNC2=C(C=CC=C2)C(C)C)C(=O)O)F 2,2-difluoro-3-(((2-isopropylphenyl)amino)methyl)bicyclo[1.1.1]pentane-1-carboxylic acid